(E)-3-(2-(3-(2-((1,5-dimethyl-1H-pyrazol-3-yl)amino)-5-methylpyrimidin-4-yl)-1H-indol-7-yl)-7-fluoro-1-oxoisoindolin-4-yl)-N,N-dimethylacrylamide CN1N=C(C=C1C)NC1=NC=C(C(=N1)C1=CNC2=C(C=CC=C12)N1C(C2=C(C=CC(=C2C1)/C=C/C(=O)N(C)C)F)=O)C